O=C\1OCCC/C1=C/NC(=O)N (Z)-1-((2-oxodihydro-2H-pyran-3(4H)-ylidene)methyl)urea